C(N)(=O)C1=CC(=C(C=C1)C=1SC(=CN1)CNC(=O)C1=CC2=C(S(C3=C(C(N2)=O)C=CC=C3)(=O)=O)C=C1)F N-((2-(4-carbamoyl-2-fluorophenyl)thiazol-5-yl)methyl)-11-oxo-10,11-dihydrodibenzo[b,f][1,4]thiazepine-8-carboxamide 5,5-dioxide